(2-((((2R,3S,4R,5R)-5-(6-chloro-4-(cyclopentylamino)-1H-pyrazolo[3,4-d]pyrimidin-1-yl)-3,4-dihydroxytetrahydrofuran-2-yl)methyl)(methyl)amino)-2-oxoethyl)phosphonic acid ClC1=NC(=C2C(=N1)N(N=C2)[C@H]2[C@@H]([C@@H]([C@H](O2)CN(C(CP(O)(O)=O)=O)C)O)O)NC2CCCC2